O=C1C(C(C2=CC(=CC=C12)C(=O)C=1C=C2C(C(C(C2=CC1)=O)C(CC1=CC=NC=C1)=O)=O)=O)C(CC1=CC=NC=C1)=O 5-{1,3-dioxo-2-[2-(pyridin-4-yl)acetyl]-2,3-dihydro-1H-indene-5-carbonyl}-2-[2-(pyridin-4-yl)acetyl]-2,3-dihydro-1H-indene-1,3-dione